C(C)(C)(C)N1C[C@H]([C@@H](CC1)NC1=C2C=C(N(C2=CC=C1)CC(F)(F)F)C1=NOC(=N1)CNC(=O)C=1C=NN(C1)C)F trans-N-{[3-(4-{[(3R,4R)-1-tert-butyl-3-fluoropiperidin-4-yl]amino}-1-(2,2,2-trifluoroethyl)-1H-indol-2-yl)-1,2,4-oxadiazol-5-yl]methyl}-1-methyl-1H-pyrazole-4-carboxamide